FC=1C(=CC(=NC1)OCC(F)(F)F)CNC(=O)NCCC1(CC1)C(F)(F)F 1-((5-Fluoro-2-(2,2,2-trifluoroethoxy)pyridin-4-yl)methyl)-3-(2-(1-(trifluoromethyl)cyclopropyl)ethyl)urea